(1-(1H-indol-3-yl)hexan-2-yl)-7-(2-(dimethylamino)ethyl)-5,6,7,8-tetrahydroimidazo[1,2-a]pyrazine-2-carboxamide N1C=C(C2=CC=CC=C12)CC(CCCC)C1=C(N=C2N1CCN(C2)CCN(C)C)C(=O)N